C(C)OC(=O)C12C3CCC(C2CCC1)C3 ethyltricyclo[5.2.1.02,6]decane-2-yl-carboxylate